5-(1-((4-fluorobenzyl)sulfonyl)-1,2,5,6-tetrahydropyridin-4-yl)-3-hydroxy-pyridine FC1=CC=C(CS(=O)(=O)N2CC=C(CC2)C=2C=C(C=NC2)O)C=C1